6-(1H-imidazol-1-yl)-N-((1r,4r)-4-methoxycyclohexyl)-2-(methylamino)pyrimidine-4-carboxamide N1(C=NC=C1)C1=CC(=NC(=N1)NC)C(=O)NC1CCC(CC1)OC